(2,4-difluoro-6-(methylamino)phenyl)carbamic acid tert-butyl ester C(C)(C)(C)OC(NC1=C(C=C(C=C1NC)F)F)=O